4-bromo-5-cyclopropyl-1-(tetrahydro-2H-pyran-2-yl)-1H-indazole-6-carbonitrile BrC1=C2C=NN(C2=CC(=C1C1CC1)C#N)C1OCCCC1